(±)-(1S,2R,5S)-5-amino-2-fluorocyclohex-3-enecarboxylic acid N[C@@H]1C=C[C@H]([C@@H](C1)C(=O)O)F |r|